ClC=1C=CC(=C(C(=O)N(C2=C(C=CC=C2)Cl)CCNC(OC(C)(C)C)=O)C1)C#N tert-butyl (2-(5-chloro-N-(2-chlorophenyl)-2-cyanobenzamido) ethyl)carbamate